C12CN(CC2C1)C1=CC(=CC(=N1)NC1=NC=C(N=C1)C1CC1)Cl N-(6-(3-azabicyclo[3.1.0]hexan-3-yl)-4-chloropyridin-2-yl)-5-cyclopropylpyrazin-2-amine